NC(C)C=1C=C(C=C2C(N(C(=NC12)N1CCOCC1)C)=O)Cl 8-(1-aminoethyl)-6-chloro-3-methyl-2-morpholino-quinazolin-4-one